C(C1=CC=CC=C1)(C1=CC=CC=C1)(C1=CC=CC=C1)C1=NN2C(OCC3(C2)CC3)=C1 trityl-5',7'-dihydrospiro[cyclopropane-1,6'-pyrazolo[5,1-b][1,3]oxazine]